FC(C(C)N1N=CC=C1C(=O)O)(F)F (1,1,1-trifluoropropan-2-yl)-1H-pyrazole-5-carboxylic acid